FC(C1=C(C=CC=C1)C1OC(=C(C1=O)OS(=O)(=O)CC1=CC=CC=C1)N)(F)F 2-(2-trifluoromethylphenyl)-4-[[phenylmethylsulfonyl]oxy]-5-amino-3(2H)-furanone